9,9'-(3''-(thianthren-1-yl)-[1,1':3',1''-terphenyl]-2,5-diyl)bis(9H-carbazole) C1(=CC=CC=2SC3=CC=CC=C3SC12)C=1C=C(C=CC1)C=1C=C(C=CC1)C1=C(C=CC(=C1)N1C2=CC=CC=C2C=2C=CC=CC12)N1C2=CC=CC=C2C=2C=CC=CC12